Acetic acid cesium salt [Cs+].C(C)(=O)[O-]